allylquinoxalinone C(C=C)C=1C(NC2=CC=CC=C2N1)=O